ClCCCC1=COC2=C1C=C(C=C2)O 3-(3-chloropropyl)-5-hydroxybenzofuran